[(2R,3S,4R,5R)-5-(4-aminopyrrolo[2,1-f][1,2,4]triazin-7-yl)-5-cyano-3,4-dihydroxy-tetrahydrofuran-2-yl]methyl piperidine-1-carboxylate N1(CCCCC1)C(=O)OC[C@H]1O[C@@]([C@@H]([C@@H]1O)O)(C#N)C1=CC=C2C(=NC=NN21)N